N1C=C2CC(NC=3C=CC=C1C23)=O 1,5-dihydropyrrolo[4,3,2-de]quinolin-4(3H)-one